ClC=1C=C(C=CC1N1C(CCC1)=O)C(C(=O)O)C 2-(3-Chloro-4-(2-oxopyrrolidin-1-yl)phenyl)propionic acid